4,5-dichloro-1-((2-(trimethylsilyl)ethoxy)methyl)-1H-imidazole ClC=1N=CN(C1Cl)COCC[Si](C)(C)C